2-([1,2,4]triazolo[4,3-a]pyridin-7-yl)-2-methylpropanoic acid N=1N=CN2C1C=C(C=C2)C(C(=O)O)(C)C